COC(C(=C(CC(C)C)C1=CC=C(C=C1)Cl)C)=O 3-(4-Chlorophenyl)-2,5-dimethylhex-2-enoic acid methyl ester